ClC1=CC=C(C=C1)C(C#N)=C1CCN(CC1)C(=O)N1CCC(CC1)CO 2-(4-chlorophenyl)-2-(1-(4-(hydroxymethyl)piperidine-1-carbonyl)piperidin-4-ylidene)acetonitrile